methyl 4-((2-chloro-3-fluoropyridin-4-yl)ethynyl)-5-methyl-1-(6-methylpyridin-3-yl)-1H-imidazole-2-carboxylate ClC1=NC=CC(=C1F)C#CC=1N=C(N(C1C)C=1C=NC(=CC1)C)C(=O)OC